C(C(C(CC(=O)[O-])C(=O)[O-])C(=O)[O-])C(=O)[O-] 1,2,3,4-butan-tetracarboxylat